C(C)(C)(C)OC(=O)N(C([O-])=O)C1=NC(=C(C=C1F)OCC(F)F)F (tert-butoxycarbonyl)(5-(2,2-difluoroethoxy)-3,6-difluoropyridin-2-yl)carbamate